FC1=C(C=CC=C1)C=1C(=C(C2=CC=CC=C2C1)CC=1SC(=CC1)C1=CC(=C(C=C1)OC)C)C(=O)N (2-fluorophenyl)-((5-(4-methoxy-3-methylphenyl)thiophen-2-yl)methyl)-2-naphthamide